(S)-N,N-dimethyl-3-(1-naphthyloxy)-2-thienyl-propylamine CN(C)CCCC=1SC=CC1OC1=CC=CC2=CC=CC=C12